1,1,1,3,3,5,5,5-octafluoro-2,4-bis-trifluoromethylpentane FC(C(C(C(C(F)(F)F)C(F)(F)F)(F)F)C(F)(F)F)(F)F